lithium 2,7-di-tert-butyl-9H-fluorene C(C)(C)(C)C1=CC=2CC3=CC(=CC=C3C2C=C1)C(C)(C)C.[Li]